[Si](C)(C)(C(C)(C)C)OCC1=NC(=CC(=C1)B1OC(C(O1)(C)C)(C)C)C 2-{[(tert-butyldimethylsilyl)oxy]methyl}-6-methyl-4-(4,4,5,5-tetramethyl-1,3,2-dioxaborolan-2-yl)pyridine